FC1=C(C(=CC=C1)N1CCOCC1)CN1CC(N(C(C1)C)C(C(C)C)=O)C(=O)NCC1=CC=C(C=C1)C=1OC=CC1 4-{[2-fluoro-6-(morpholin-4-yl)phenyl]methyl}-N-{[4-(furan-2-yl)phenyl]methyl}-6-methyl-1-(2-methylpropanoyl)piperazine-2-carboxamide